(S)-pyrrolidinecarboxylic acid N1(CCCC1)C(=O)O